2-(3-((6bR,10aS)-3-methyl-2,3,6b,9,10,10a-hexahydro-1H-pyrido[3',4':4,5]pyrrolo[1,2,3-de]quinoxalin-8(7H)-yl)propyl)phenol CN1CCN2C=3C(=CC=CC13)[C@H]1[C@@H]2CCN(C1)CCCC1=C(C=CC=C1)O